NC=1C(=C(C=CC1)C1=CN(C2=CC(=C(C=C12)C#N)C)CCCCCC(=O)NO)C 6-(3-(3-amino-2-methylphenyl)-5-cyano-6-methyl-1H-indol-1-yl)-N-hydroxyhexanamide